CC1=CC=C(C=C1)S(=O)(=O)O.CC1=CC=C(C=C1)S(=O)(=O)O.CCCCCCC Heptane bis(4-methylbenzenesulfonate)